N4-[(2,3-dichlorophenyl)methyl]-6-(3-methylimidazo[1,5-a]pyridin-6-yl)-1,3,5-triazine-2,4-diamine ClC1=C(C=CC=C1Cl)CNC1=NC(=NC(=N1)C=1C=CC=2N(C1)C(=NC2)C)N